4-((2-(azetidin-1-ylmethyl)benzyl)amino)-N-(2,4-dimethoxybenzyl)-2,6-difluoro-3-methyl-N-(pyrimidin-4-yl)benzenesulfonamide N1(CCC1)CC1=C(CNC2=C(C(=C(C(=C2)F)S(=O)(=O)N(C2=NC=NC=C2)CC2=C(C=C(C=C2)OC)OC)F)C)C=CC=C1